1-((3-(2-Ethoxyphenyl)-8,8-difluoro-2-oxo-1-oxa-3-azaspiro[4.5]decan-7-yl)methyl)-1H-benzo[d]imidazole-6-carbonitrile C(C)OC1=C(C=CC=C1)N1C(OC2(C1)CC(C(CC2)(F)F)CN2C=NC1=C2C=C(C=C1)C#N)=O